(hydrogen) carbonate C(O)([O-])=O